CC=1C(=C(C(=O)O)C=CC1N1C(N(C2=NC=CC(=C21)OC(CCCN)C)COCC[Si](C)(C)C)=O)F.C(C2=CC=C(NCC1=CN=C3N=C(N)NC(=O)C3=N1)C=C2)(=O)N[C@@H](CCC(=O)O)C(=O)O pteroyl-glutamic acid methyl-4-[7-(4-amino-1-methyl-butoxy)-2-oxo-3-(2-trimethylsilylethoxymethyl)imidazo[4,5-b]pyridin-1-yl]-2-fluoro-benzoate